C(C)(C)C1=C(NC2=CC=C(C=C12)C1CCN(CC1)C1COC1)C1=CN(C2=NC=CC=C21)C 3-(3-isopropyl-5-(1-(oxetan-3-yl)piperidin-4-yl)-1H-indol-2-yl)-1-methyl-1H-pyrrolo[2,3-b]pyridine